N12CC(CC2C1)C(=O)OC methyl azabicyclo[3.1.0]hexane-3-carboxylate